COC=1C=C(C=C(C1)OC)NC(=S)N 1-(3,5-dimethoxyphenyl)thiourea